4-(4-amino-6-(4-methacrylamidophenyl)pyrazolo[5,1-f][1,2,4]triazin-5-yl)-2-methoxy-N-(2,2,2-trifluoroethyl)benzamide NC1=NC=NN2C1=C(C(=N2)C2=CC=C(C=C2)NC(C(=C)C)=O)C2=CC(=C(C(=O)NCC(F)(F)F)C=C2)OC